FC=1C=C(C=CC1OC(F)(F)F)N1C(=NC2=C1C=C(C=C2)C(F)(F)F)NC(CC(C)(C)O)=O N-(1-(3-fluoro-4-(trifluoromethoxy)phenyl)-6-(trifluoromethyl)-1H-benzo[d]imidazol-2-yl)-3-hydroxy-3-methylbutanamide